COC1=C2C(NC(=NC2=CC(=C1)OC)C1=CC=C(C=C1)N1CCC(CC1)N1CCN(CC1)CC=1C(=C2CN(C(C2=CC1)=O)C1C(NC(CC1)=O)=O)F)=O 3-(5-((4-(1-(4-(5,7-dimethoxy-4-oxo-3,4-dihydroquinazolin-2-yl)phenyl)piperidin-4-yl)piperazin-1-yl)methyl)-4-fluoro-1-oxoisoindolin-2-yl)piperidine-2,6-dione